pentaerythritol tetrakis[3-(3,5-di-butyl-4-hydroxyphenyl) propionate] C(CCC)C=1C=C(C=C(C1O)CCCC)CCC(=O)OCC(COC(CCC1=CC(=C(C(=C1)CCCC)O)CCCC)=O)(COC(CCC1=CC(=C(C(=C1)CCCC)O)CCCC)=O)COC(CCC1=CC(=C(C(=C1)CCCC)O)CCCC)=O